C(C1=CC=CC=C1)OC(=O)N[C@H](C(=O)OCC1=CC=CC=C1)CC1=CN(C2=CC=CC=C12)CC(=O)NS(=O)(=O)C (S)-benzyl 2-(((benzyloxy)carbonyl)amino)-3-(1-(2-(methylsulfonamido)-2-oxoethyl)-1H-indol-3-yl)propanoate